tert-butyl (1-(5-(3-((5-cyano-4-(4-fluorophenyl)thiazol-2-yl)(methyl)amino)-2-ethylimidazo[1,2-a]pyridin-6-yl)pyrimidin-2-yl)azetidin-3-yl)carbamate C(#N)C1=C(N=C(S1)N(C1=C(N=C2N1C=C(C=C2)C=2C=NC(=NC2)N2CC(C2)NC(OC(C)(C)C)=O)CC)C)C2=CC=C(C=C2)F